(S)-1-(5-(6-oxo-1,6-dihydropyridazin-4-yl)-1H-pyrrole-2-carbonyl)-N-(3,4,5-trifluorophenyl)pyrrolidine-3-carboxamide O=C1C=C(C=NN1)C1=CC=C(N1)C(=O)N1C[C@H](CC1)C(=O)NC1=CC(=C(C(=C1)F)F)F